methyl 7-bromoimidazo[1,5-a]pyridine-3-carboxylate BrC1=CC=2N(C=C1)C(=NC2)C(=O)OC